racemic-5-((2S,2S)-2-(6-(2,4-dimethoxypyrimidin-5-yl)imidazo[1,2-b]pyridazin-8-yl)cyclopropyl)-3-(trifluoromethyl)benzo[d]isoxazole COC1=NC=C(C(=N1)OC)C=1C=C(C=2N(N1)C=CN2)[C@@H]2[C@@H](C2)C=2C=CC1=C(C(=NO1)C(F)(F)F)C2 |&1:20|